rel-4-((2S,3R,4R,5S)-3-(7-ethoxy-2,2-difluorobenzo[d][1,3]dioxol-4-yl)-4,5-dimethyl-5-(trifluoromethyl)tetrahydrofuran-2-carboxamido)picolinamide C(C)OC1=CC=C(C2=C1OC(O2)(F)F)[C@@H]2[C@H](O[C@@]([C@@H]2C)(C(F)(F)F)C)C(=O)NC2=CC(=NC=C2)C(=O)N |o1:14,15,17,18|